[Tb+3].N1=CC=CC2=CC=C3C=CC=NC3=C12 (monophenanthroline) terbium(III)